N-[4-(3-Cyanophenyl)-5-(2,6-dimethyl-4-pyridyl)thiazol-2-yl]-5,8-diazaspiro[3.5]nonane C(#N)C=1C=C(C=CC1)C=1N=C(SC1C1=CC(=NC(=C1)C)C)N1CCNC2(CCC2)C1